NCC(CN1N=CN(C1=O)CC1=CC=C(S1)C#CC=1C=C2CCC(NC2=CC1)=O)=C(F)F 6-[2-[5-[[1-[2-(aminomethyl)-3,3-difluoro-allyl]-5-oxo-1,2,4-triazol-4-yl]methyl]-2-thienyl]ethynyl]-3,4-dihydro-1H-quinolin-2-one